C[C@@H]1CN(C[C@H]2N1CC1=CC(=CC=C21)N2CCNCC2)C2=CC(N(C1=NC=CC=C21)C)=O 4-[(4R,10bS)-4-methyl-8-piperazin-1-yl-3,4,6,10b-tetrahydro-1H-pyrazino[2,1-a]isoindol-2-yl]-1-methyl-1,8-naphthyridin-2-one